CN(C(\C=C\C(=O)O)=O)CC1=CC=CC=C1 N-methyl-N-benzyl-fumaric acid amide